FC1=C(C=CC(=C1F)F)C=CC(=O)O 3-(2,3,4-trifluorophenyl)acrylic acid